3-(3-methyl-2-oxo-tetrahydrofuran-3-yl)-3-oxo-propionitrile CC1(C(OCC1)=O)C(CC#N)=O